N-(5-(6-ethyl-2,6-diazaspiro[3.3]heptan-2-yl)pyridin-2-yl)carboxamide C(C)N1CC2(CN(C2)C=2C=CC(=NC2)NC=O)C1